2,4,6-tris((4-vinylbenzyl)thio)-1,3,5-triazine C(=C)C1=CC=C(CSC2=NC(=NC(=N2)SCC2=CC=C(C=C2)C=C)SCC2=CC=C(C=C2)C=C)C=C1